5-Chloro-N-(3-fluoro-4-(trifluoromethyl)benzyl)-2-hydroxybenzamide ClC=1C=CC(=C(C(=O)NCC2=CC(=C(C=C2)C(F)(F)F)F)C1)O